1-((1R)-1-(4-(1-Acetylpiperidin-3-yl)phenyl)-2-hydroxyethyl)-3-(2-ethynyl-thiazol-4-yl)urea C(C)(=O)N1CC(CCC1)C1=CC=C(C=C1)[C@H](CO)NC(=O)NC=1N=C(SC1)C#C